2-acryloylthio-n-pentylthio-5-n-butylthio-1,3,4-thiadiazole C(C=C)(=O)SC(CSC=1SC(=NN1)SCCCC)CCC